9-(2-methylbiphenyl-3-yl)-1,9-diazaspiro[5.5]undecan-2-one CC1=C(C=CC=C1N1CCC2(CCCC(N2)=O)CC1)C1=CC=CC=C1